C(C)(C)(C)C=1C(=C(C=C(C1)C)CCCOP1OC2=C(C3=C(O1)C(=CC(=C3)C(C)(C)C)C(C)(C)C)C=C(C=C2C(C)(C)C)C(C)(C)C)O 6-[3-(3-tert-butyl-hydroxy-5-methylphenyl)propoxy]-2,4,8,10-tetra-tert-butyldibenzo[d,f][1,3,2]-dioxaphosphepin